tert-butyl (1-phenyl-2,6,9,12-tetraoxatetradecan-14-yl)carbamate C1(=CC=CC=C1)COCCCOCCOCCOCCNC(OC(C)(C)C)=O